CNCCOC1=CC=C(C=C1)C1=NC=CC(=C1)C=1C(=NNC1)C1=NC=CC=C1 N-methyl-2-(4-(4-(3-(pyridin-2-yl)-1H-pyrazol-4-yl)pyridin-2-yl)phenoxy)ethan-1-amine